(E)-6-(6-(azetidin-3-ylmethoxy)pyridin-3-yl)-N'-((2-fluoro-5-methoxypyridin-3-yl)methylene)pyrazine-2-carbohydrazide N1CC(C1)COC1=CC=C(C=N1)C1=CN=CC(=N1)C(=O)N/N=C/C=1C(=NC=C(C1)OC)F